3-glycidyl-ethoxypropyl-triethoxysilane C(C1CO1)C(CC[Si](OCC)(OCC)OCC)OCC